4-(2',4'-dimethoxyphenyl-Fmoc-aminomethyl)-phenoxyacetyl-p-methylbenzhydryl-amine COC1=C(C=CC(=C1)OC)C(C1=CC=C(OCC(=O)NC(C2=CC=C(C=C2)C)C2=CC=CC=C2)C=C1)(N)C(=O)OCC1C2=CC=CC=C2C2=CC=CC=C12